3,4-dichloro-2-(3-(piperidin-4-ylmethyl)-6,7-dihydro-5H-pyrrolo[2,1-c][1,2,4]triazol-6-yl)phenol ClC=1C(=C(C=CC1Cl)O)C1CC2=NN=C(N2C1)CC1CCNCC1